N1(CCC1)CC(=O)[O-] azetidine-1-acetate